N/C(=C/C(=O)OCC)/C(C)(C1=NC=CC=C1)C (E)-ethyl 3-amino-4-methyl-4-(pyridin-2-yl)pent-2-enoate